Cl.C1=CC(OC)=C2C=3[C@@]45[C@@H](O2)C(=O)CC[C@@]4(O)[C@@H](CC13)N(C)CC5 OXYCODON-HYDROCHLORID